4-aminobicyclo[2.2.2]Octan-1-ol hydrochloride Cl.NC12CCC(CC1)(CC2)O